N-(4-cyclohexylphenyl)-9,9'-spirobi[fluoren]-2-amine C1(CCCCC1)C1=CC=C(C=C1)NC1=CC=2C3(C4=CC=CC=C4C2C=C1)C1=CC=CC=C1C=1C=CC=CC13